C1(=CC=CC=C1)C1=C(C(=CC(=C1)O[SiH2]CCCCCCCCCCCCCCCCCC)C1=CC=CC=C1)O 2,6-diphenyl-4-octadecylsiloxyphenol